1H-[1,2,3]triazolo[4,5-b]pyrazine N1N=NC=2C1=NC=CN2